C1N(CC12CCOCC2)C2=CN=C1C(=N2)NN=C1C=1C=C(C(=C(C1)O)F)C(F)(F)F 5-(6-(7-Oxa-2-azaspiro[3.5]nonan-2-yl)-1H-pyrazolo[3,4-b]pyrazin-3-yl)-2-fluoro-3-(trifluoromethyl)phenol